FC(C1CCCC=2C=CC=N(C12)=O)F 8-(difluoromethyl)-1-oxo-5,6,7,8-tetrahydro-1λ5-quinoline